(S)-quinuclidin-3-yl (5-(4-butylphenyl)-2,2-dimethyl-2,3-dihydro-1H-inden-1-yl)carbamate C(CCC)C1=CC=C(C=C1)C=1C=C2CC(C(C2=CC1)NC(O[C@@H]1CN2CCC1CC2)=O)(C)C